C(=O)O.NC1=CN=NC2=CC(=CC=C12)C=1C(=CC(=C(C1)B(O)O)OC1=CC=CC=C1)N1N=CC=C1 [5-(4-aminocinnolin-7-yl)-2-phenoxy-4-pyrazol-1-yl-phenyl]boronic acid formate salt